(S)-N-((S)-(4-chlorophenyl)(1-methyl-5-(trifluoromethyl)-1H-pyrazol-3-yl)methyl)-2-oxoimidazolidine-4-carboxamide ClC1=CC=C(C=C1)[C@H](NC(=O)[C@H]1NC(NC1)=O)C1=NN(C(=C1)C(F)(F)F)C